ClC1=C(C=CC=C1)C=1N=C(SC1)C=1C(=NC=C(C1)N1CCCC1)C(=O)N (4-(2-chlorophenyl)thiazol-2-yl)-5-(pyrrolidin-1-yl)picolinamide